BrC1=C(C=2N=C(N=C(C2N=C1C(C)(C)C)N1[C@@H]2CN([C@H](C1)C2)C(=O)[O-])C2C(C2)Cl)Cl (1S,4S)-5-(7-bromo-2,8-dichloro-6-Tert-butyl cyclopropylpyrido[3,2-d]pyrimidin-4-yl)-2,5-diazabicyclo[2.2.1]heptane-2-carboxylate